ClC=1C=C2C(=NC1N1N=CC=N1)NC=C2C(=O)C=2C=NN(C2C(F)(F)F)C2=C1C(=NC=C2)SC=C1 [5-chloro-6-(2H-1,2,3-triazol-2-yl)-1H-pyrrolo[2,3-b]pyridin-3-yl][1-(thieno[2,3-b]pyridin-4-yl)-5-(trifluoromethyl)-1H-pyrazol-4-yl]methanone